ClC=1C(=C(CN2CCC(CC2)(C(=O)O)CC2=NC(=C(C(=C2)C(CC)=O)C)NC2=NNC(=C2)C)C=CC1)F 1-(3-chloro-2-fluorobenzyl)-4-((5-methyl-6-((5-methyl-1H-pyrazol-3-yl)amino)-4-propionylpyridin-2-yl)methyl)piperidine-4-carboxylic acid